trimethyl citrate C(CC(O)(C(=O)OC)CC(=O)OC)(=O)OC